1,6-dimethyl-1H-benzo[d][1,2,3]triazol-5-ol CN1N=NC2=C1C=C(C(=C2)O)C